CN(C(OC(C)(C)C)=O)C(C(NC1=CC=CC=C1)=O)C tert-butyl methyl(1-oxo-1-(phenylamino)propan-2-yl)carbamate